(4-(3-cycloheptyl-2-oxo-2,3-dihydro-1H-pyrrolo[3,2-c]pyridin-3-yl)phenyl)boronic acid C1(CCCCCC1)C1(C(NC2=C1C=NC=C2)=O)C2=CC=C(C=C2)B(O)O